C1(CC1)C1=NN(C=N1)C1CC2(CN(C2)C(=O)N2CC3(C2)CC(C3)OC3=NC=C(C=C3)C(F)(F)F)C1 [6-(3-cyclopropyl-1,2,4-triazol-1-yl)-2-azaspiro[3.3]heptan-2-yl]-[6-[[5-(trifluoromethyl)-2-pyridyl]oxy]-2-azaspiro[3.3]heptan-2-yl]methanone